FC(OC1=CC(=NN1)NC1=NC(=CN=C1)N(C1CCN(CC1)C)C)F N2-(5-(difluoromethoxy)-1H-pyrazol-3-yl)-N6-methyl-N6-(1-methylpiperidin-4-yl)pyrazine-2,6-diamine